C(CCCCCCCCCCCCCCCCCCCCCCCCCCCCCCCCCCC)O 1-hexatriacontanol